CN(CCN1C=C(C2=CC=C(C=C12)C=1C(=NOC1)C)C(=O)C1COC2=CC=C(C=C2C1)F)C [1-[2-(Dimethylamino)ethyl]-6-(3-methylisoxazol-4-yl)indol-3-yl]-(6-fluorochroman-3-yl)methanone